5-(4-(4-(dimethylcarbamoyl)piperazin-1-yl)phenyl)nicotinic acid CN(C(=O)N1CCN(CC1)C1=CC=C(C=C1)C=1C=NC=C(C(=O)O)C1)C